[N+](#[C-])CC(=O)N1CCN(CC1)C=1N=CC2=C(C=NNC2=O)N1 2-(4-(2-isocyanoacetyl)piperazin-1-yl)pyrimido[4,5-d]pyridazin-5(6H)-one